pyridin-2-yl-azetidin-3-amine N1=C(C=CC=C1)N1CC(C1)N